[Si](C)(C)(C(C)(C)C)OC[C@H](NC(=O)C=1N=C(SC1)N1CCC(CC1)C(NCCCOC(C)C)=O)C(=O)OC methyl O-(tert-butyldimethylsilyl)-N-(2-(4-((3-isopropoxypropyl)carbamoyl)piperidin-1-yl)thiazole-4-carbonyl)-L-serinate